4-(quinolin-4-yl)benzonitrile N1=CC=C(C2=CC=CC=C12)C1=CC=C(C#N)C=C1